3,6-dichloro-4-cyclobutoxy-pyridazine ClC=1N=NC(=CC1OC1CCC1)Cl